(+/-)-6-[(3aS,7aR)-7a-(aminomethyl)-octahydropyrano[3,4-c]pyrrol-2-yl]-3-(2,3-dichlorophenyl)-2-methyl-3,4-dihydropyrimidin-4-one NC[C@@]12[C@@H](CN(C1)C1=CC(N(C(=N1)C)C1=C(C(=CC=C1)Cl)Cl)=O)COCC2 |r|